[Cl-].C(=O)[N+](C)(C)C formyltrimethylammonium chloride